propenyl-cysteine C(=CC)N[C@@H](CS)C(=O)O